tert-butyl 3-(((1R,3S)-3-((6-chloro-2-(trifluoromethyl)quinolin-4-yl)amino)cyclohexyl)amino)-5,6-dihydro-[1,2,4]triazolo[4,3-a]pyrazine-7(8H)-carboxylate ClC=1C=C2C(=CC(=NC2=CC1)C(F)(F)F)N[C@@H]1C[C@@H](CCC1)NC1=NN=C2N1CCN(C2)C(=O)OC(C)(C)C